6-((S)-2-((3S,8S,9S,10R,13S,14S,17R)-3-hydroxy-10,13-dimethyl-2,3,4,7,8,9,10,11,12,13,14,15,16,17-tetradecahydro-1H-cyclopenta[a]phenanthren-17-yl)propoxy)-N-methylnicotinamide O[C@H]1CC[C@@]2([C@H]3CC[C@@]4([C@H](CC[C@H]4[C@@H]3CC=C2C1)[C@@H](COC1=NC=C(C(=O)NC)C=C1)C)C)C